3-[4-(trifluoromethoxy)phenyl]Pyrrolidine-1-carboxylic acid tert-butyl ester C(C)(C)(C)OC(=O)N1CC(CC1)C1=CC=C(C=C1)OC(F)(F)F